C(C)(C)(C)C=1C=C(C=C(C1O)C(C)(C)C)C(C(C(=O)OCC(CO)(CO)CO)(C1=CC(=C(C(=C1)C(C)(C)C)O)C(C)(C)C)C1=CC(=C(C(=C1)C(C)(C)C)O)C(C)(C)C)C1=CC(=C(C(=C1)C(C)(C)C)O)C(C)(C)C pentaerythritol tetra(3,5-di-tert-butyl-4-hydroxyphenyl)propionate